ClC1=C(C=C(OCC(=O)NC23CC(C2)(C3)NC(COC=3C=NC(=CC3)Cl)=O)C=C1)F 2-(4-chloro-3-fluorophenoxy)-N-(3-{2-[(6-chloropyridin-3-yl)oxy]acetamido}bicyclo[1.1.1]pentan-1-yl)acetamide